NC1=C(N=CC(=N1)N1CCC2(CC1)C(CC1=CC(=CC=C12)N)N)SC1=C(C(=NC=C1)N)Cl 1'-(6-amino-5-((2-amino-3-chloro-pyridin-4-yl)thio)pyrazin-2-yl)-2,3-dihydrospiro[indene-1,4'-piperidine]-2,5-diamine